C(C)(=O)C1=NN(C2=C(C=C(C=C12)C=1C=NC(=NC1)OC)C)CC(=O)N1[C@@H]2C[C@@]2(C[C@H]1C(=O)NC1=NC(=CC=C1C)Br)C (1R,3S,5R)-2-(2-(3-acetyl-5-(2-methoxypyrimidin-5-yl)-7-methyl-1H-indazol-1-yl)acetyl)-N-(6-bromo-3-methylpyridin-2-yl)-5-methyl-2-azabicyclo[3.1.0]hexane-3-carboxamide